FC1=C(C=C(C(=O)NCC2=C(C=CC3=C2N(C=N3)C)OC)C=C1)C(F)(F)F 4-fluoro-N-((6-methoxyl-methyl-1H-benzimidazol-7-yl)methyl)-3-(trifluoromethyl)benzamide